O=C1N(C(C2=CC=CC=C12)=O)CCS(=O)(=O)NCC(F)(F)F 2-(1,3-dioxoisoindolin-2-yl)-N-(2,2,2-trifluoroethyl)ethanesulfonamide